benzyl 3-[4-(4-piperidylmethyl)-1-piperidyl]bicyclo[1.1.1]pentane-1-carboxylate N1CCC(CC1)CC1CCN(CC1)C12CC(C1)(C2)C(=O)OCC2=CC=CC=C2